(R,Z)-5-((tert-butylsulfinyl)imino)-5,7-dihydrospiro[cyclopenta[b]pyrazine-6,4'-piperidine]-1'-carboxylic acid tert-butyl ester C(C)(C)(C)OC(=O)N1CCC2(CC1)/C(/C=1C(=NC=CN1)C2)=N/[S@](=O)C(C)(C)C